Cl.CNC N,N-dimethylamine HCl salt